COC(C(C)(C)C1=CC=C(C=C1)CC(C(=O)OC(C)(C)C)(C)C)=O tert-butyl 3-(4-(1-methoxy-2-methyl-1-oxoprop-2-yl) phenyl)-2,2-dimethylpropionate